(R)-3-(3-chloro-5-fluoro-2-((4-(4-fluoro-1H-pyrazol-1-yl)-2-methyl-quinolin-8-yloxy)methyl)phenyl)morpholine ClC=1C(=C(C=C(C1)F)[C@H]1NCCOC1)COC=1C=CC=C2C(=CC(=NC12)C)N1N=CC(=C1)F